C(C1=CC=CC=C1)OC1=C(/C=C/C=2SC(=C3C2OCCO3)C=O)C=CC(=C1)N(CCO[Si](C1=CC=CC=C1)(C1=CC=CC=C1)C(C)(C)C)CCO[Si](C1=CC=CC=C1)(C1=CC=CC=C1)C(C)(C)C (E)-7-[2-(benzyloxy)-4-[bis[2-[(tert-butyldiphenylsilyl)oxy]ethyl]amino]styryl]-2,3-dihydrothieno[3,4-b][1,4]dioxine-5-carbaldehyde